CN(C)CC=1C=NC(=NC1)N1CC(=CC1)C=1C(=CC(=C(C1)NC(=O)C1=CNC(C=C1C(F)(F)F)=O)N1C[C@H](N([C@H](C1)C)C)C)F N-[5-[1-[5-[(dimethylamino)methyl]pyrimidin-2-yl]-2,5-dihydropyrrol-3-yl]-4-fluoro-2-[(3R,5S)-3,4,5-trimethylpiperazin-1-yl]phenyl]-6-oxo-4-(trifluoromethyl)-1H-pyridine-3-carboxamide